N1(CCC1)CCN(C1=CC(=C(C=C1)C(F)(F)F)CN1CCN(CC1)C(C1=CC=C(C=C1)Cl)C1=CC=C(C=C1)Cl)C N-(2-(azetidin-1-yl)ethyl)-3-((4-(bis(4-chlorophenyl)methyl)piperazin-1-yl)methyl)-N-methyl-4-(trifluoromethyl)aniline